N6-acetyl-2'-deoxyadenosine C(C)(=O)NC=1C=2N=CN([C@H]3C[C@H](O)[C@@H](CO)O3)C2N=CN1